(S)-1-(4-chlorophenyl)-N-(8,9-difluoro-6-oxo-1,4,5,6-tetrahydro-2H-pyrano[3,4-c]isoquinolin-1-yl)-N-methylazetidin-3-carboxamide ClC1=CC=C(C=C1)N1CC(C1)C(=O)N(C)[C@@H]1COCC=2NC(C=3C=C(C(=CC3C21)F)F)=O